C(C)(C)(C)N(C(O)=O)[C@H](C(=O)N1[C@@H](C[C@H](C1)O)NC(=O)[C@@H](C)C=1C=CC2=C(C1)OCC=1N=CSC12)C(C)(C)C.N1=CC=CC2=C(C=CC=C12)C(C)=O 1-(quinolin-5-yl)ethanone Tert-butyl-((S)-1-((2S,4R)-2-(((S)-1-(4H-chromeno[3,4-d]thiazol-7-yl)ethyl)formamido)-4-hydroxypyrrolidin-1-yl)-3,3-dimethyl-1-oxobutan-2-yl)carbamate